1-[4-(3-chloro-phenyl)piperazin-1-yl]-4-[4-(2-dimethylamino-ethyloxy)phenyl]butane-1,4-dione ClC=1C=C(C=CC1)N1CCN(CC1)C(CCC(=O)C1=CC=C(C=C1)OCCN(C)C)=O